N1,N1',N1'',N1'''-(benzene-1,2,4,5-tetrayltetrakis(methylene))tetrakis(propane-1,3-diamine) C1(=C(C=C(C(=C1)CNCCCN)CNCCCN)CNCCCN)CNCCCN